N1(CCCCC1)C(=S)[S-].[NH2+]1CCCCC1 piperidinium piperidine-1-carbodithioate